NC(C(=O)NCCC1=CC=C(C=C1)Cl)(C)C 2-amino-N-(4-chlorophenethyl)-2-methylpropanamide